ClC1=NC=C2C=C(N=C(C2=C1)N1CCC(CC1)(F)F)C=O 7-chloro-1-(4,4-difluoropiperidin-1-yl)-2,6-naphthyridine-3-carbaldehyde